4-[[3-(benzyloxy)phenyl] (butyl) amino]butyl acetate C(C)(=O)OCCCCN(CCCC)C1=CC(=CC=C1)OCC1=CC=CC=C1